COC1=CC=C(CN(S(=O)(=O)C2=C(C=C(CN3C(=C(C=C3C3=CC=C(C=C3)OC(F)(F)F)C(=O)O)CC3CC3)C=C2)F)CC2=CC=C(C=C2)OC)C=C1 1-(4-(N,N-bis(4-methoxybenzyl)sulfamoyl)-3-fluorobenzyl)-2-(cyclopropylmethyl)-5-(4-(trifluoromethoxy)phenyl)-1H-pyrrole-3-carboxylic acid